ClC=1C=C(C=CC1)N1N=C(C=C(C1=O)C(=O)N[C@H](CO)C)C1=CC=C(C=C1)Cl 2-(3-chlorophenyl)-6-(4-chlorophenyl)-N-[(2S)-1-hydroxypropan-2-yl]-3-oxo-2,3-dihydropyridazine-4-carboxamide